ClC=1C(=CC(=NC1)OC)C1=CC(=NN1)C(=O)N1CCC(CC1)C(=O)NCC=1N=CN(C1)C 1-[5-(5-chloro-2-methoxypyridin-4-yl)-1H-pyrazole-3-carbonyl]-N-[(1-methyl-1H-imidazol-4-yl)methyl]piperidine-4-carboxamide